FC(C=1C=CC(=NC1)OC1CN(CC12CC2)C=2C=1N(N=C(C2)C=2C(NC(NC2)=O)=O)C=CN1)(F)F 5-(8-(7-((5-(trifluoromethyl)pyridin-2-yl)oxy)-5-azaspiro[2.4]heptan-5-yl)imidazo[1,2-b]pyridazin-6-yl)pyrimidine-2,4(1H,3H)-dione